OC1=C(C=CC(=C1)C(F)(F)F)C=1N(C(C=2N(C(=NC2N1)N[C@H]1CN(CCC1)C)C)=O)C (R)-2-(2-hydroxy-4-(trifluoromethyl)phenyl)-1,7-dimethyl-8-((1-methylpiperidin-3-yl)amino)-1,7-dihydro-6H-purin-6-one